C(C)(C)(C)OC(=O)NC1=NC=C(C=N1)CC(=O)O 2-(2-((t-butoxycarbonyl)amino)pyrimidin-5-yl)acetic acid